5-(2-(4-(2,6-dioxopiperidin-3-yl)phenoxy)acetamido)pentanoic acid O=C1NC(CCC1C1=CC=C(OCC(=O)NCCCCC(=O)O)C=C1)=O